FC(C[C@@H]1N(CCOC1)C1=CC(=C(C(=O)N[C@H](C(=O)O)CC=2C=NC(=CC2)N2C(N(C3=C(C2=O)C=CN=C3)C)=O)C(=C1)C)F)F (S)-2-(4-((S)-3-(2,2-difluoroethyl)morpholinyl)-2-fluoro-6-methylbenzamido)-3-(6-(1-methyl-2,4-dioxo-1,4-dihydropyrido[3,4-d]pyrimidin-3(2H)-yl)pyridin-3-yl)propanoic acid